C(C)(=O)OCOC1=C2N(N=CC1=O)[C@H]([C@@H]1N(C2=O)CCC1)[C@H](C1=CC=CC=C1)C1=C(C(=CC=C1)F)F (((9aR,10S)-10-((R)-(2,3-difluorophenyl)(phenyl)methyl)-3,5-dioxo-3,5,8,9,9a,10-hexahydro-7H-pyrrolo[1',2':4,5]pyrazino[1,2-b]pyridazin-4-yl)oxy)methyl acetate